5,6-dichlorotryptophan ClC1=C(C=C2NC=C(C[C@H](N)C(=O)O)C2=C1)Cl